2,5,5-trimethylcyclopentanone CC1C(C(CC1)(C)C)=O